2-(dodecyl)dimethylaminoethyl itaconate C(C(=C)CC(=O)[O-])(=O)OCC(CCCCCCCCCCCC)N(C)C